(9S,10S)-9-((2-(4-(4-chlorobenzoyl)phenoxy)-2-methylpropanoyl)oxy)-10-methoxy-2,2,17,17-tetramethyloctadecanedioic acid ClC1=CC=C(C(=O)C2=CC=C(OC(C(=O)O[C@@H](CCCCCCC(C(=O)O)(C)C)[C@H](CCCCCCC(C(=O)O)(C)C)OC)(C)C)C=C2)C=C1